FC(C1=NN(C=C1NC(C1=NC(=CC=C1)C=1C=NN(C1)CC(F)(F)F)=O)C1CN(C1)C1CCN(CC1)C(CO)=O)F N-(3-(difluoromethyl)-1-(1-(1-(2-hydroxyacetyl)piperidin-4-yl)azetidin-3-yl)-1H-pyrazol-4-yl)-6-(1-(2,2,2-trifluoroethyl)-1H-pyrazol-4-yl)-2-picolinamide